O[C@]1([C@@H]2CCCN([C@@H]2C1)C(=O)OCC1=CC=CC=C1)C |&1:1| racemic-benzyl (1R,6R)-7-hydroxy-7-methyl-2-azabicyclo[4.2.0]octane-2-carboxylate